trans-2-Chloro-5-(2,2-dichloro-3-(3,5-dichlorophenyl)cyclopropane-1-carboxamido)-N-(2,5-difluorophenyl)benzamide ClC1=C(C(=O)NC2=C(C=CC(=C2)F)F)C=C(C=C1)NC(=O)[C@@H]1C([C@H]1C1=CC(=CC(=C1)Cl)Cl)(Cl)Cl